Br.C(CC)P(CCC)CCCCCCCCCCCCCCCCCCCCCC P,P-dipropyl-behenylphosphine hydrobromide